1-α-D-ribofuranosyl-5-[(benzyloxy)methyl]uracil [C@H]1([C@H](O)[C@H](O)[C@H](O1)CO)N1C(=O)NC(=O)C(=C1)COCC1=CC=CC=C1